4-(azetidin-3-yloxy)benzonitrile N1CC(C1)OC1=CC=C(C#N)C=C1